(2R,3S,5R)-N-(4-chloro-3-(trifluoromethyl)phenyl)-2-(4-(cyclopentylamino)phenyl)-1-(2,6-difluorobenzoyl)-5-(trifluoromethyl)piperidine-3-carboxamide ClC1=C(C=C(C=C1)NC(=O)[C@@H]1[C@@H](N(C[C@@H](C1)C(F)(F)F)C(C1=C(C=CC=C1F)F)=O)C1=CC=C(C=C1)NC1CCCC1)C(F)(F)F